C(C)C1=NC2=C(N1C1=NC(=C3N=C(N(C3=N1)C)CN1CC(N(CC1)CC(=O)N)=O)N1CCOCC1)C=CC=C2 2-(4-((2-(2-ethyl-1H-benzoimidazol-1-yl)-9-methyl-6-morpholinyl-9H-purin-8-yl)methyl)-2-oxopiperazin-1-yl)acetamide